C(CCCCCCCCC)C1=CC2=C(N=C(O2)NCCNC(OC(C)(C)C)=O)C=C1 Tert-butyl (2-((6-decylbenzo[d]oxazol-2-yl)amino)ethyl)carbamate